racemic-3-cyclopropoxy-1-(1,1-difluoropropan-2-yl)-4-nitro-1H-pyrazole C1(CC1)OC1=NN(C=C1[N+](=O)[O-])[C@@H](C(F)F)C |r|